5-AMINO-4-CYCLOPROPOXYNICOTINALDEHYDE NC=1C=NC=C(C=O)C1OC1CC1